(R)-1-(3,4-bis((4-chlorophenyl)oxy)phenoxy)-3-(isopropylamino)propan-2-ol ClC1=CC=C(C=C1)OC=1C=C(OC[C@@H](CNC(C)C)O)C=CC1OC1=CC=C(C=C1)Cl